5-iodo-2-{4-[6-(1-methylpyrazol-4-yl)pyrazolo[1,5-a]pyridin-3-yl]piperazin-1-yl}pyrimidine IC=1C=NC(=NC1)N1CCN(CC1)C=1C=NN2C1C=CC(=C2)C=2C=NN(C2)C